2-(methylsulfonyl)pyridine CS(=O)(=O)C1=NC=CC=C1